FC=1C=C(CNC=2C(=C(C=CC2)N2CCN(CC2)C(=O)OC(C)(C)C)[N+](=O)[O-])C=CC1F Tert-Butyl 4-(3-((3,4-Difluorobenzyl)Amino)-2-Nitrophenyl)Piperazine-1-Carboxylate